C([C@@H]1[C@H]([C@@H]([C@@H]([C@H](O1)OP(=O)(O)O)O)O)O)OP(=O)(O)O D-Mannose 1,6-bisphosphate